Phenanthroimidazole-amine N1C(=NC2=C1C=CC=1C=3C=CC=CC3C=CC12)N